FC1=C(OC=2C(=C(C(=CC2)[N+](=O)[O-])N2C[C@H]3N(CC2)CC[C@@H]3O)C(F)(F)F)C=CC=C1 (8S,8aR)-2-[3-(2-fluorophenoxy)-6-nitro-2-(trifluoromethyl)phenyl]octahydropyrrolo[1,2-a]pyrazin-8-ol